ClC=1C(=C(C(=O)NC)C=C(N1)Cl)C#CC[Si](C)(C)C 2,6-dichloro-N-methyl-3-(3-(trimethylsilyl)prop-1-yn-1-yl)isonicotinamide